FC(C1=NN(C(=C1)C)C1=NC(=CC=C1C#N)N1C=NC2=C1C=CC(=C2)NC=2N=NC(=CC2)C)F 2-[3-(difluoromethyl)-5-methyl-pyrazol-1-yl]-6-[5-[(6-methylpyridazin-3-yl)amino]benzimidazol-1-yl]pyridine-3-carbonitrile